BrC1=CC=C(OC2=CC=C(C=C2)C2=NC3=CC(=C(C=C3C(=N2)N)OCCCN2CCOCC2)OC)C=C1 (4-(4-bromophenoxy)phenyl)-7-methoxy-6-(3-morpholinopropoxy)quinazolin-4-amine